(S)-6-fluoro-5-(1-(2-fluorophenyl)ethyl)-3-(((5-methyl-1,2,4-oxadiazol-3-yl)methyl)amino)-4H-benzo[e][1,2,4]thiadiazine 1,1-dioxide FC=1C=CC2=C(NC(=NS2(=O)=O)NCC2=NOC(=N2)C)C1[C@@H](C)C1=C(C=CC=C1)F